FC(C1=CC=C(C=C1)C#N)(F)F 4-trifluoromethyl-benzenecarbonitrile